4-(((2Z)-3-cyclohexyl-5-(2-methoxybenzylidene)-4-oxothiazolidin-2-ylidene)amino)benzenesulphonamide C1(CCCCC1)N1/C(/SC(C1=O)=CC1=C(C=CC=C1)OC)=N/C1=CC=C(C=C1)S(=O)(=O)N